3-benzenesulfonamide trifluoroacetate FC(C(=O)O)(F)F.C1=CC(=CC=C1)S(=O)(=O)N